COC1=C(CNC=2C=3N(C4=CC(=C(C=C4N2)C(F)(F)F)C(=O)O)C=NC3)C=CC(=C1)OC 4-((2,4-dimethoxybenzyl)amino)-7-trifluoromethylimidazo[1,5-a]quinoxaline-8-carboxylic acid